The molecule is a monocarboxylic acid anion resulting from the deprotonation of the carboxy group of 17beta-estradiol 17-glucosiduronic acid. It is a monocarboxylic acid anion, a steroid glucosiduronic acid anion and a beta-D-glucosiduronate. It is a conjugate base of a 17beta-estradiol 17-glucosiduronic acid. C[C@]12CC[C@H]3[C@H]([C@@H]1CC[C@@H]2O[C@H]4[C@@H]([C@H]([C@@H]([C@H](O4)C(=O)[O-])O)O)O)CCC5=C3C=CC(=C5)O